(R)-N-(1-cyanopyrrolidin-3-yl)-3-fluoro-6-(1-methyl-1H-pyrazol-4-yl)imidazo[1,2-a]pyridine-2-carboxamide C(#N)N1C[C@@H](CC1)NC(=O)C=1N=C2N(C=C(C=C2)C=2C=NN(C2)C)C1F